(3aS,4R,6aR)-5-iodo-2,2-dimethyl-3aH-cyclopenta[d][1,3]dioxol-4-ol IC1=C([C@H]2C(OC(O2)(C)C)=C1)O